(2R,3S)-3-((methanesulfonyl)amino)-2-(((cis-4-phenylcyclohexyl)oxy)methyl)piperidine-1-carboxylic acid methyl ester COC(=O)N1[C@H]([C@H](CCC1)NS(=O)(=O)C)CO[C@@H]1CC[C@@H](CC1)C1=CC=CC=C1